C(C)(C)NC1=NC(=NC=C1OC)C1=NC=CC=C1 Isopropyl-(5-methoxy-2-pyridin-2-yl-pyrimidin-4-yl)-amine